3-(4-(6-aminohex-1-yn-1-yl)-1-oxoisoindolin-2-yl)piperidine-2,6-dione NCCCCC#CC1=C2CN(C(C2=CC=C1)=O)C1C(NC(CC1)=O)=O